1,2,4,5-benzenetetraacetic acid benzyl-3-oxocyclobutanecarboxylate C(C1=CC=CC=C1)OC(=O)C1CC(C1)=O.C=1(C(=CC(=C(C1)CC(=O)O)CC(=O)O)CC(=O)O)CC(=O)O